C[C@@H]1O[C@H](CN(C1)CCNC(C1=CN=C(C(=C1)NC1=NN(C2=NC(=NC=C21)NC=2C=NN(C2)C)C)C)=O)C N-(2-(trans-2,6-dimethylmorpholino)ethyl)-6-methyl-5-((1-methyl-6-((1-methyl-1H-pyrazol-4-yl)amino)-1H-pyrazolo[3,4-d]pyrimidin-3-yl)amino)nicotinamide